C1(=CC=CC=C1)S (phenyl)sulfane